P([O-])([O-])(=O)N Phosphoroamidate